O=C1CN(CC2(CC2)C1)C(=O)OC(C)(C)C tert-Butyl 7-oxo-5-azaspiro[2.5]octane-5-carboxylate